C(C)OC(=O)C1=CCCC(C1)[N+](=O)[O-] 5-nitrocyclohex-1-ene-1-carboxylic acid ethyl ester